O1[C@@H](COCC1)COC=1N2CCC3=C(C2=C(C(C1)=O)C)C=CC(=C3)N3CCC(CC3)OC 4-[[(2S)-1,4-dioxan-2-yl]methoxy]-9-(4-methoxy-1-piperidyl)-1-methyl-6,7-dihydrobenzo[a]quinolizin-2-one